N-(1-(Benzo[b]thiophen-4-yl)cyclopropyl)-5-(2-(dimethylamino)ethoxy)-2-methylbenzamide S1C2=C(C=C1)C(=CC=C2)C2(CC2)NC(C2=C(C=CC(=C2)OCCN(C)C)C)=O